2-(1-(4-cycloheptylthiophen-2-yl)cyclopropyl)-5,6,7,8-tetrahydropyrido[4,3-d]pyrimidin-4(3H)-one C1(CCCCCC1)C=1C=C(SC1)C1(CC1)C=1NC(C2=C(N1)CCNC2)=O